OC=1C=C2C(N(N(C2=C2C1C=CC=C2)C)C2=CC=CC=C2)=O 5-hydroxy-1-methyl-2-phenyl-1H-benzo[g]indazol-3(2H)-one